C(C1=CC=CC=C1)N1N=CC=2C=NC(=CC21)NC2=NC(=CC(=N2)N2CCNCC2)N2CCCC2 1-benzyl-N-(4-piperazin-1-yl-6-pyrrolidin-1-ylpyrimidin-2-yl)-1H-pyrazolo[4,3-c]pyridin-6-amine